CS(=O)(=O)C1=CC=C(C=C1)N[C@@H](CO)C(=O)O anti-p-methylsulfonyl-phenyl-serine